FC(C1=CC=C(CN2C=CC=3C=NC=C(C32)C(=O)O)C=C1)(F)F 1-(4-(trifluoromethyl)benzyl)-1H-pyrrolo[3,2-c]Pyridine-7-carboxylic acid